NC=1C=C2C=NN(C2=C2C1C(NC2=O)(O)C2=C(C=CC(=C2)F)Cl)C 5-amino-6-(2-chloro-5-fluorophenyl)-6-hydroxy-1-methyl-6,7-dihydropyrrolo[3,4-g]indazol-8(1H)-one